2-(ethoxymethyl)-4-iodo-1H-imidazole C(C)OCC=1NC=C(N1)I